C(C)(C)(C)OC(=O)N[C@@H](CN1C(N(C(=C(C1=O)C=1C(=C(OCC(=O)N)C=CC1)F)C)CC1=C(C=CC=C1C(F)(F)F)F)=O)C1=CC=CC=C1 (R)-2-(3-(3-(2-((tert-butoxycarbonyl)amino)-2-phenylethyl)-1-(2-fluoro-6-(trifluoromethyl)benzyl)-6-methyl-2,4-dioxo-1,2,3,4-tetrahydropyrimidin-5-yl)-2-fluorophenoxy)acetamide